3-tert-butyl-N-{(1s)-1-(3-chlorobenzyl)-2-[(cyanomethyl)amino]-2-oxoethyl}-1-methyl-1H-pyrazole-5-carboxamide C(C)(C)(C)C1=NN(C(=C1)C(=O)N[C@H](C(=O)NCC#N)CC1=CC(=CC=C1)Cl)C